OC1(CCNCC1)C(F)(F)F 4-hydroxy-4-(trifluoromethyl)piperidine